N-methyl-4-nitro-benzenesulfonamide CNS(=O)(=O)C1=CC=C(C=C1)[N+](=O)[O-]